Benzyl (R)-2-(3-(trifluoromethyl)phenyl)pyridine-1(2H)-carboxylate FC(C=1C=C(C=CC1)[C@@H]1N(C=CC=C1)C(=O)OCC1=CC=CC=C1)(F)F